O1C2=C(NCC1)C=C(C=C2)NC(=O)C=2C(NC=CC2NC2=C(C1=C(OCCN1)N=C2)C)=O N-(3,4-dihydro-2H-benzo[b][1,4]oxazin-6-yl)-4-((8-methyl-2,3-dihydro-1H-pyrido[2,3-b][1,4]oxazin-7-yl)amino)-2-oxo-1,2-dihydropyridine-3-carboxamide